di(2-propenyl)(2-propynyl)phosphine oxide C(C=C)P(CC#C)(CC=C)=O